(3S,8S,9S,10R,13R,14S,17R)-17-((2S,5R)-5-Ethyl-6-methylheptan-2-yl)-10,13-dimethyl-2,3,4,7,8,9,10,11,12,13,14,15,16,17-tetradecahydro-1H-cyclopenta[a]phenanthren-3-yl-hex-5-ynoate C(C)[C@H](CC[C@H](C)[C@H]1CC[C@H]2[C@@H]3CC=C4C[C@H](CC[C@@]4([C@H]3CC[C@]12C)C)OC(CCCC#C)=O)C(C)C